(1R,2S,5S)-3-((S)-2-(1-acetylazetidine-3-carboxamido)-3,3-dimethylbutanoyl)-6,6-dimethyl-3-azabicyclo[3.1.0]hexane-2-carboxylic acid C(C)(=O)N1CC(C1)C(=O)N[C@H](C(=O)N1[C@@H]([C@H]2C([C@H]2C1)(C)C)C(=O)O)C(C)(C)C